[2-(3-methoxyphenyl)-2-oxoethyl]malononitrile COC=1C=C(C=CC1)C(CC(C#N)C#N)=O